3-(4-(4-(2-(5-Amino-8-(furan-2-yl)-2-oxothiazolo[5,4-e][1,2,4]triazolo[1,5-c]pyrimidin-3(2H)-yl)ethyl)piperazin-1-yl)-3-fluorophenyl)propionic acid NC1=NC2=C(C=3N1N=C(N3)C=3OC=CC3)SC(N2CCN2CCN(CC2)C2=C(C=C(C=C2)CCC(=O)O)F)=O